CN1C(N(C2=C1C=CC=C2)C)C2=CC=C(C=C2)N(C)C 4-(2,3-Dihydro-1,3-dimethyl-1H-benzimidazol-2-yl)-N,N-dimethylbenzenamine